8-chloro-1,7-naphthyridine-6-carboxylic acid ethyl ester C(C)OC(=O)C=1C=C2C=CC=NC2=C(N1)Cl